CC=1C(C(=C(C(C1C)=O)C)C)=O 2,3,5,6-tetramethyl-1,4-benzoquinone